4-(4-(1-((3-methoxyphenyl)sulfonyl)azetidine-3-carbonyl)-3,4-dihydro-2H-pyrido[4,3-b][1,4]-oxazin-8-yl)benzonitrile COC=1C=C(C=CC1)S(=O)(=O)N1CC(C1)C(=O)N1C2=C(OCC1)C(=CN=C2)C2=CC=C(C#N)C=C2